[N+](=O)([O-])[Cu]([N+](=O)[O-])([N+](=O)[O-])[N+](=O)[O-] tetranitro-copper